NCC=1C=C2C=C(N(C2=CC1)CCCC(F)F)CN1C(N(C2=C1C=NC=C2)CC(F)(F)F)=O 3-((5-(aminomethyl)-1-(4,4-difluorobutyl)-1H-indol-2-yl)methyl)-1-(2,2,2-trifluoroethyl)-1,3-dihydro-2H-imidazo[4,5-c]pyridin-2-one